α-picolinium lactate C(C(O)C)(=O)[O-].[NH+]1=C(C=CC=C1)C